C12(C(=O)CC(CC1)C2(C)C)CS(=O)(=O)[O-].[IH2+] iodonium 10-camphorsulfonate